methyl 5-cyano-6-fluoro-2,3-dihydro-1,4-benzodioxine-8-carboxylate C(#N)C1=C(C=C(C=2OCCOC21)C(=O)OC)F